(1S,6R)-2,2,6-trimethyl-N-(2-thiophenylethyl)cyclohexane-1-carboxamide CC1([C@H]([C@@H](CCC1)C)C(=O)NCCC=1SC=CC1)C